4-(furan-2-yl)-6-{5-[(piperidin-4-yl)methoxy]-1H-1,2,3-benzotriazol-1-yl}pyrimidine O1C(=CC=C1)C1=NC=NC(=C1)N1N=NC2=C1C=CC(=C2)OCC2CCNCC2